2-[(3-{[(1S,3R)-3-(hydroxymethyl)cyclopentyl]methoxy}phenyl)amino]-5-[2-(triisopropylsilyl)ethynyl]-8H-pyrido[2,3-d]pyrimidin-7-one OC[C@H]1C[C@H](CC1)COC=1C=C(C=CC1)NC=1N=CC2=C(N1)NC(C=C2C#C[Si](C(C)C)(C(C)C)C(C)C)=O